FC(C#N)SC1=CC=CC=C1 fluoro(phenylthio)acetonitrile